C(=C)(C)C1=NC=2N(C=C1)N=CC2C(=O)OCC ethyl 5-isopropenylpyrazolo[1,5-a]pyrimidine-3-carboxylate